CC(C)(C)OC(C(N)(CCCCN)C(=O)OC(C)(C)C)=O 2-[(1,1-Dimethylethoxy)carbonyl]-L-lysine 1,1-dimethylethyl ester